NCC1=NC=C(C2=C1C(N(C2C2=C(C=CC(=C2)F)Cl)CC2=CC=C(C=C2)OC)=O)NC(C2=CC(=CC(=C2)C(F)(F)F)F)=O N-[4-(aminomethyl)-1-(2-chloro-5-fluorophenyl)-2-[(4-methoxyphenyl)methyl]-3-oxo-2,3-dihydro-1H-pyrrolo[4,3-c]pyridin-7-yl]-3-fluoro-5-(trifluoromethyl)benzamide